O1N=CC(=C1)NC(=O)N1CC2=C(CC1)C=C(S2)C2=NOC(=N2)C(F)(F)F N-(isoxazol-4-yl)-2-(5-(trifluoromethyl)-1,2,4-oxadiazol-3-yl)-4,7-dihydrothieno[2,3-c]pyridine-6(5H)-carboxamide